Ethyl 3-(((tert-butoxycarbonyl)amino)methyl)-5-(2-chlorobenzyl)-4,5-dihydroisoxazole-5-carboxylate C(C)(C)(C)OC(=O)NCC1=NOC(C1)(C(=O)OCC)CC1=C(C=CC=C1)Cl